ClC1=CC(=C(CO[C@@H]2C[C@H](C2)C(=O)O)C=C1)F trans-3-[(4-chloro-2-fluorobenzyl)oxy]cyclobutane-1-carboxylic acid